O=C1NC(CCC1N1C(C2=CC=C(C=C2C1=O)NCCCCCCN1N=CC(=C1)C1=NC2=CC=CC=C2N=C1C(F)(F)F)=O)=O 2-(2,6-dioxopiperidin-3-yl)-5-((6-(4-(3-(trifluoromethyl)quinoxalin-2-yl)-1H-pyrazol-1-yl)hexyl)amino)isoindoline-1,3-dione